C(C)(C)(C)OC(=O)N1C[C@@H](CCC1)N1C(C(CCC1)NC1=CC=CC=C1)=O (3'R)-2-oxo-3-(phenylamino)-1,3'-bipiperidine-1'-carboxylic acid tert-butyl ester